ClC1=CC=C(C=C1)S(=O)(=O)N1CC=C(CC1)C=1C=C(C(=NC1)C(=O)NCC(=O)O)OCC1=CC=CC=C1 (5-(1-((4-chlorophenyl)sulfonyl)-1,2,5,6-tetrahydropyridin-4-yl)-3-benzyloxy-pyridine-2-carbonyl)glycine